CC(C(=O)SC1=CC=C(C=C1)C)(C)N1CCOCC1 2-methyl-1-[4-methylphenylsulfanyl]-2-morpholinopropan-1-one